C(C)C1=C(C=C(C(=C1)O)F)C1=CC=C2C(=N1)NN=C2C2=NC1=C(N2)CN(C1)[C@H]1N(CCC1O)C(=O)N1[C@@H](C(CC1)O)N1CC=2NC(=NC2C1)C1=NNC2=NC(=CC=C21)C2=C(C=C(C(=C2)F)O)CC (S)-(2-(6-(2-ethyl-5-fluoro-4-hydroxyphenyl)-1H-pyrazolo[3,4-b]pyridine-3-yl)-4,6-dihydropyrrolo[3,4-d]imidazol-5(1H)-yl)(3-hydroxylpyrrolidin-1-yl)ketone